3-(6-(((3R,4R)-1-(5-chloro-4-((1-ethyl-2-oxoindolin-5-yl)amino)pyrimidin-2-yl)-3-methylpiperidin-4-yl)amino)-1-methyl-1H-indazol-3-yl)piperidine-2,6-dione ClC=1C(=NC(=NC1)N1C[C@H]([C@@H](CC1)NC1=CC=C2C(=NN(C2=C1)C)C1C(NC(CC1)=O)=O)C)NC=1C=C2CC(N(C2=CC1)CC)=O